CC1=CC=C(OCC2OC2)C=C1 2-((4-Methylphenoxy)methyl)oxirane